2-fluoro-4-(1-methyltriazol-4-yl)-N-[(3R)-3-piperidyl]-N-[2-[1-(3-pyridylmethyl)pyrazol-4-yl]thieno[3,2-c]pyridin-4-yl]benzamide FC1=C(C(=O)N(C2=NC=CC3=C2C=C(S3)C=3C=NN(C3)CC=3C=NC=CC3)[C@H]3CNCCC3)C=CC(=C1)C=1N=NN(C1)C